1-({[cis-4-(dibenzylamino)cyclohexyl]oxy}methyl)cyclopropan-1-ol iron-Zinc [Zn].[Fe].C(C1=CC=CC=C1)N([C@H]1CC[C@H](CC1)OCC1(CC1)O)CC1=CC=CC=C1